COC1=CC=C(C=C1)N(C1=CC=C(C=C1)C1=CC=C(C=2C1=NSN2)C(=CC(=C)C)C(C)(C)C2=CC=C(C=C2)B(O)O)C2=CC=C(C=C2)OC 4-{2-{{7-{4-[bis(4-methoxyphenyl)amino]phenyl}benzo[c][1,2,5]thiadiazol-4-yl}-3-methylbutan-1,3-dienyl}prop-2-yl}phenylboronic acid